4-bromo-2-(4-methoxybenzyl)-6-(methoxymethoxy)-2H-indazole-7-carbonitrile BrC=1C2=CN(N=C2C(=C(C1)OCOC)C#N)CC1=CC=C(C=C1)OC